C(C)(C)(C)[Si](OCC1CC=2C=C(C=C(C2C1)C#N)OCC=1N=COC1)(C)C 2-[[tert-butyl-(dimethyl)silyl]oxymethyl]-6-(1,3-oxazol-4-ylmethoxy)-2,3-dihydro-1H-indene-4-carbonitrile